L-6-methyl-1,2,3,4-tetrahydroisoquinoline CC=1C=C2CCNCC2=CC1